C[Si](NC(C)(C)C)(C1(C(=C(C(=C1)C)C)C)C)C dimethyl-(tetramethylcyclopentadienyl)tertiary butylaminosilane